CC1=CC=C(C=C1)C1=CC1C1=CC=C(C=C1)C 2,3-bis(4-methylphenyl)cyclopropene